(E)-2-(2-(4,4-dimethylcyclohex-1-en-1-yl)vinyl)-1,3-dioxolane CC1(CC=C(CC1)/C=C/C1OCCO1)C